ClCCC(=C(C1=CC=C(C=C1)O)C1=CC=C(OCCN(C)CC=2C(=C3C(N(C(C3=CC2)=O)C2C(NC(CC2)=O)=O)=O)F)C=C1)C1=CC=C(C=C1)O 5-(((2-(4-(4-chloro-1,2-bis(4-hydroxyphenyl)but-1-en-1-yl)phenoxy)ethyl)(methyl)amino)methyl)-2-(2,6-dioxopiperidin-3-yl)-4-fluoroisoindoline-1,3-dione